C(C(=C)C)(=O)OCC(CCC(C)C)C 2,5-dimethyl-1-hexyl methacrylate